(S)-3,6,6-trimethyl-4-oxo-N-(1-oxo-1-((4-(piperazin-1-yl)benzyl)amino)hexan-2-yl)-4,5,6,7-tetrahydro-1H-indole-2-carboxamide CC1=C(NC=2CC(CC(C12)=O)(C)C)C(=O)N[C@H](C(NCC1=CC=C(C=C1)N1CCNCC1)=O)CCCC